Cl.Cl.C([C@@H](C(=O)O)N)SSC[C@@H](C(=O)O)N L-cystine 2HCL